BrC1=CC=CC=2C=3N(C(=NC12)N[C@@H](C(=O)N1CC2(C1)CN(C2)C)C)N=C(N3)C=3C=NN(C3)C (2R)-2-{[7-bromo-2-(1-methyl-1H-pyrazol-4-yl)[1,2,4]triazolo[1,5-c]quinazolin-5-yl]amino}-1-(6-methyl-2,6-diazaspiro[3.3]hept-2-yl)propan-1-one